tert-butyl 2-(6-(trifluoromethyl)-2-vinylpyrimidin-4-yl)-2,6-diazaspiro[3.4]octane-6-carboxylate FC(C1=CC(=NC(=N1)C=C)N1CC2(C1)CN(CC2)C(=O)OC(C)(C)C)(F)F